(12aR)-10-Chloro-8-fluoro-9-(2-fluoro-6-hydroxyphenyl)-2-(prop-2-enoyl)-1,2,3,4,12,12a-hexahydro-6H-pyrazino[2,1-c][1,4]benzoxazepin-6-one ClC1=C(C(=CC=2C(N3[C@@H](COC21)CN(CC3)C(C=C)=O)=O)F)C3=C(C=CC=C3O)F